tert-butyl (2R,6S)-4-(8-carbamoyl-2-methoxyquinazolin-5-yl)-2,6-dimethylpiperazine-1-carboxylate C(N)(=O)C=1C=CC(=C2C=NC(=NC12)OC)N1C[C@H](N([C@H](C1)C)C(=O)OC(C)(C)C)C